(4-(4-chloro-2-fluorophenyl)piperazin-1-yl)benzoic acid ClC1=CC(=C(C=C1)N1CCN(CC1)C1=C(C(=O)O)C=CC=C1)F